OCC(CN(CCC(C(=O)O)NC1=NC=NC2=CC=CC=C12)CCCCC1=NC=2NCCCC2C=C1)CO 4-((3-hydroxy-2-(hydroxymethyl)propyl)(4-(5,6,7,8-tetrahydro-1,8-naphthyridin-2-yl)butyl)amino)-2-(quinazolin-4-ylamino)butanoic acid